ClC=1C(=CC=C2N=CC(=NC12)C=1C=NN(C1)CC1CC(C1)(F)F)OC=1C=CC2=C(NC(=N2)C)C1 8-chloro-2-(1-((3,3-difluorocyclobutyl)methyl)-1H-pyrazol-4-yl)-7-((2-methyl-1H-benzo[d]imidazol-6-yl)oxy)quinoxaline